4,6-DIAMINO-CHINOLIN-3-CARBONITRIL NC1=C(C=NC2=CC=C(C=C12)N)C#N